The molecule is the conjugate base of gamma-amino-beta-hydroxybutyric acid arising from deprotonation of the carboxy group. It is a hydroxy monocarboxylic acid anion and a gamma-amino acid anion. It derives from a butyrate. It is a conjugate base of a gamma-amino-beta-hydroxybutyric acid and a gamma-amino-beta-hydroxybutyric acid zwitterion. C(C(CN)O)C(=O)[O-]